1-cyclopropylpyrrolidin C1(CC1)N1CCCC1